C(C)N1C2=NC(=NC(=C2N=C1N1C[C@@H](CC1)O)N1CCOCC1)N1N=C(C(=C1)C1=CC=CC=C1)OC (R)-1-(9-ethyl-2-(3-methoxy-4-phenyl-1H-pyrazol-1-yl)-6-morpholino-9H-purin-8-yl)pyrrolidin-3-ol